COC1=NN(C=C1C(=O)NC1=NC(=CC=C1)C=1N2C(=NN1)CC[C@@H]2C)CCN2CCOCC2 (S)-3-methoxy-N-(6-(5-methyl-6,7-dihydro-5H-pyrrolo[2,1-c][1,2,4]triazol-3-yl)pyridin-2-yl)-1-(2-morpholinoethyl)-1H-pyrazole-4-carboxamide